(R)-N,N-diethyl-4-((3-(4-(2-hydroxypropan-2-yl)piperidine-1-carbonyl)piperidin-1-yl)sulfonyl)benzenesulfonamide C(C)N(S(=O)(=O)C1=CC=C(C=C1)S(=O)(=O)N1C[C@@H](CCC1)C(=O)N1CCC(CC1)C(C)(C)O)CC